(4-(benzyloxy)-6-chloro-5-(ethoxycarbonyl)-2-methylpyridin-3-yl)boronic acid C(C1=CC=CC=C1)OC1=C(C(=NC(=C1C(=O)OCC)Cl)C)B(O)O